1-(3-(2-(4-(4-(4-((1R,2S)-6-Hydroxy-2-phenyl-1,2,3,4-tetrahydronaphthalen-1-yl)phenoxy)butyl)piperazin-1-yl)-2-oxoethoxy)phenyl)dihydropyrimidine-2,4(1H,3H)-dione OC=1C=C2CC[C@@H]([C@@H](C2=CC1)C1=CC=C(OCCCCN2CCN(CC2)C(COC=2C=C(C=CC2)N2C(NC(CC2)=O)=O)=O)C=C1)C1=CC=CC=C1